2-(4-chlorobenzyl)-8-methyl-N-[(1-methyl-1H-pyrazol-4-yl)methyl]-4,5-dihydro-2H-furo[2,3-g]indazole-7-carboxamide ClC1=CC=C(CN2N=C3C4=C(CCC3=C2)OC(=C4C)C(=O)NCC=4C=NN(C4)C)C=C1